C(C)OC(=O)C=1N=C2N(C=CC=C2OC2=C(C=CC(=C2)F)OC)C1N 3-amino-8-(5-fluoro-2-methoxyphenoxy)imidazo[1,2-a]pyridine-2-carboxylic acid ethyl ester